2-phenyl-9-(9-phenyl-9-(pyridin-3-yl)-9H-fluoren-3-yl)-1,10-phenanthroline C1(=CC=CC=C1)C1=NC2=C3N=C(C=CC3=CC=C2C=C1)C=1C=CC=2C(C3=CC=CC=C3C2C1)(C=1C=NC=CC1)C1=CC=CC=C1